C(C)C=1N=C(SC1C)[C@H](CC1=CC=C(C=C1)NS(=O)(=O)O)NC([C@H](CC1=CC=CC=C1)NC(=O)OC)=O 4-{(S)-2-(4-ethyl-5-methylthiazol-2-yl)-2-[(S)-2-(methoxycarbonylamino)-3-phenyl-propionylamino]ethyl}phenylaminosulfonic acid